6-(1-Isopropyl-1H-pyrazol-3-yl)-N-(5-methoxypyrimidin-4-yl)-5-methyl-2-(1-methyl-1H-imidazol-2-yl)pyrrolo[2,1-f][1,2,4]triazin-4-amine C(C)(C)N1N=C(C=C1)C=1C(=C2C(=NC(=NN2C1)C=1N(C=CN1)C)NC1=NC=NC=C1OC)C